2,4-dichloro-5-(2,2,2-trifluoroethyl)pyrimidine ClC1=NC=C(C(=N1)Cl)CC(F)(F)F